ClC1=CC(=C(N(C)C2C(CN(CC2)C(=O)OC(C)(C)C)C)C=C1)O tert-butyl 4-(4-chloro-2-hydroxy-N-methyl-anilino)-3-methyl-piperidine-1-carboxylate